C(C1=CC=CC=C1)[N+](=CC=CCCC=CCC)[O-] N-benzylnona-2,6-dien-1-imine oxide